tert-butyl N-[1-[4-(4-chloro-3-methoxy-anilino)pyrido[3,2-d]pyrimidin-6-yl] azetidin-3-yl]carbamate ClC1=C(C=C(NC=2C3=C(N=CN2)C=CC(=N3)N3CC(C3)NC(OC(C)(C)C)=O)C=C1)OC